CC1(CN(CC1)CC1=CC(=NC=C1)NC=1SC2=C(N1)C=CC(=C2)C=2C=NNC2C)C N-(4-((3,3-dimethylpyrrolidin-1-yl)methyl)pyridin-2-yl)-6-(5-methyl-1H-pyrazol-4-yl)benzo[d]thiazol-2-amine